C(C1=CC=CC=C1)N1[C@@H](C[C@@H]([C@H](C1)F)CC)C1=CC=CC=C1 (2S,4S,5R)-1-benzyl-4-ethyl-5-fluoro-2-phenyl-piperidine